2-cyano-2,3-dicyclohexylsuccinic acid-1-ethyl-4-n-butyl ester C(C)CCCCOC(C(C(C(=O)O)C1CCCCC1)(C1CCCCC1)C#N)=O